COC=1C=C(C=NC1OC)C=1C=C2C(=NC=NC2=C(C1)C1=CC=C(C=C1)NC([C@@H](C)O)=O)C (R)-N-(4-(6-(5,6-dimethoxypyridin-3-yl)-4-methylquinazolin-8-yl)phenyl)-2-hydroxypropionamide